2-hydroxyethylaminopropylamine OCCNCCCN